(R)-3-Methyl-4-(9-methyl-2-((4-(pyridin-3-yl)-1H-imidazol-2-yl)ethynyl)-9H-purin-6-yl)morpholine C[C@H]1N(CCOC1)C1=C2N=CN(C2=NC(=N1)C#CC=1NC=C(N1)C=1C=NC=CC1)C